C(C)S(=O)(=O)C[C@@H]1[C@H](N(C1)C=1C=CC(=C2C=C(N=CC12)NC=1N=C(N=NC1)N1C[C@H]([C@H](CC1)OC)F)C(C)C)C 8-[(2R,3S)-3-[(ethanesulfonyl)meth-yl]-2-methylazetidin-1-yl]-N-{3-[(3R,4S)-3-fluoro-4-methoxypiperidin-1-yl]-1,2,4-triazin-5-yl}-5-(propan-2-yl)isoquinolin-3-amine